3-((S)-2-hydroxy-3-(((R)-8-((4-hydroxyquinolin-3-yl)sulfonyl)-1-oxa-8-azaspiro[4.5]dec-3-yl)amino)propoxy)-N-methylbenzenesulfonamide O[C@H](COC=1C=C(C=CC1)S(=O)(=O)NC)CN[C@H]1COC2(C1)CCN(CC2)S(=O)(=O)C=2C=NC1=CC=CC=C1C2O